NC=1C(=NC(=CN1)C=1C=NN(C1)C)C=1C=CC(N(N1)C1=C(C(=CC(=C1Cl)OC)OC)Cl)=O 6-(3-Amino-6-(1-methyl-1H-pyrazol-4-yl)pyrazin-2-yl)-2-(2,6-dichloro-3,5-dimethoxyphenyl)pyridazin-3(2H)-on